NC=1N=C(SC1C(C1=CC=C(C=C1)OCC(=O)NC1=CC(=CC=C1)C)=O)N(C1=CC=C(C=C1)F)C(C(=O)N)C (N-[4-Amino-5-[4-[2-(3-methylanilino)-2-oxoethoxy]benzoyl]thiazol-2-yl]-4-fluoroanilino)propanamid